COC1=NC(=CC=C1S)[N+](=O)[O-] methoxy-6-nitropyridine-3-thiol